(2-bromo-3-chlorophenyl)hydrazine BrC1=C(C=CC=C1Cl)NN